Cyclohexylpyridin-4-amine C1(CCCCC1)C1=NC=CC(=C1)N